CC/C=C\\C[C@H](/C=C/C=C\\C/C=C\\C=C\\C=C\\[C@H]([C@H](CCC(=O)O)O)O)O The molecule is a member of the class of resolvins that is (6E,8E,10Z,13Z,15E,19Z)-docosahexaenoic acid carrying three hydroxy substituents at positions 4, 5 and 17 (the 4S,5R,17R-stereoisomer). It has a role as an anti-inflammatory agent, a human xenobiotic metabolite and a mouse metabolite. It is a resolvin, a secondary allylic alcohol, a triol and a hydroxy polyunsaturated fatty acid.